C[Si](CCOCN1N=CC2=CC(=C(C=C12)OC)NC1=NC=NC(=C1F)N)(C)C 1-((2-(Trimethylsilyl)ethoxy)methyl)-5-((6-amino-5-fluoropyrimidin-4-yl)amino)-6-methoxyindazole